4-[2-(4-fluorophenyl)-4-oxo-1,3-thiazolidin-3-yl]-N-[(4-fluorophenyl)sulfonyl]-3-methylbenzamide FC1=CC=C(C=C1)C1SCC(N1C1=C(C=C(C(=O)NS(=O)(=O)C2=CC=C(C=C2)F)C=C1)C)=O